4,6-dimethylaminomethyl-phenol CNCC1=CC=C(C(=C1)CNC)O